(3,3-difluoro-1-methyl-cyclobutyl)pyridine-2-carboxamide FC1(CC(C1)(C)C=1C(=NC=CC1)C(=O)N)F